tert-butyl 4-(5-(benzyloxy)-6-chloro-2-methylbenzofuran-3-carboxamido)-3,3-difluoropyrrolidine-1-carboxylate C(C1=CC=CC=C1)OC=1C(=CC2=C(C(=C(O2)C)C(=O)NC2C(CN(C2)C(=O)OC(C)(C)C)(F)F)C1)Cl